(7S,10S)-13-benzyl-7-(hydroxymethyl)-10-isobutyl-2,8,11-triazaspiro[4.14]nonadec-17-ene-1,9,12-trione C(C1=CC=CC=C1)C1C(N[C@H](C(N[C@@H](CC2(CCNC2=O)CC=CCCC1)CO)=O)CC(C)C)=O